2-[4-(4-chlorophenoxy)-2-(trifluoromethyl)phenyl]-1-(1H-1,4,2-triazol-1-yl)propan-2-ol ClC1=CC=C(OC2=CC(=C(C=C2)C(CN2N=CN=C2)(C)O)C(F)(F)F)C=C1